C1(=CC=CC=C1)C=1C(=C2C(=CC1)N=C1C=CC3=C4C=CC=CC4=NC3=C12)C1=C(C=CC=C1)C1=NN=NC(=C1C1=CC=CC2=CC=CC=C12)C1=CC=CC=C1 (phenyl)[((phenyl)(naphthyl)triazinyl)phenyl]indolocarbazole